1-(ethoxymethyl)-6-methylpyrimidine-2,4(1H,3H)-dione C(C)OCN1C(NC(C=C1C)=O)=O